N-(1-methyl-1H-pyrazol-4-yl)-2-(2-(5-(trifluoromethyl)-1,2,4-oxadiazol-3-yl)-6,7-dihydrothieno[3,2-c]pyridin-5(4H)-yl)acetamide CN1N=CC(=C1)NC(CN1CC2=C(CC1)SC(=C2)C2=NOC(=N2)C(F)(F)F)=O